N-methyl-glycine ethyl ester tetrafluoroborate F[B-](F)(F)F.C(C)OC(CNC)=O